(2-(1H-imidazol-2-yl)ethyl)-5-methyl-7,8-dihydro-6H-cyclopenta[5,6]pyrido[2,3-d]pyrimidine-2,4-diamine N1C(=NC=C1)CCC1CCC=2C1=C(C1=C(N=C(N=C1N)N)N2)C